4-bromo-6-(trifluoromethyl)-2-tolylamine BrC1=CC(=C(C(=C1)C(F)(F)F)C)N